7,8-dimethoxy-1,3,4,5-tetrahydrobenzoazepine-2-one COC=1C(=CC2=C(CCCC(N2)=O)C1)OC